N(C)CC(=O)OCCCCCCCCCCCCC(C)C isopropyllauryl sarcosinate